diethyl (2-(3,6-dibromo-9H-fluoren-9-yl)ethyl)phosphonate BrC=1C=CC=2C(C3=CC=C(C=C3C2C1)Br)CCP(OCC)(OCC)=O